di-hydroUridine [C@@H]1([C@H](O)[C@H](O)[C@@H](CO)O1)N1C(=O)NC(=O)CC1